O[C@H]1C[C@@H]2COC3=C(C(N2C1)=O)C(=CC(=C3)C)OCC(C)(C)O (2S,11aR)-2-hydroxy-6-(2-hydroxy-2-methylpropoxy)-8-methyl-2,3,11,11a-tetrahydro-1H,5H-benzo[f]pyrrolo[2,1-c][1,4]oxazepine-5-one